Myristoyl Sarcosinate N(C)CC(=O)OC(CCCCCCCCCCCCC)=O